4-(2-azaspiro[3.3]heptan-6-ylmethyl)-7-chloro-2-methyl-isoindolin-1-one C1NCC12CC(C2)CC2=C1CN(C(C1=C(C=C2)Cl)=O)C